Cl.N1CC(C1)NC(=O)C1CCN(CC1)C1=NC=C(C=N1)C=1C=CC=2N(C1)C(=C(N2)CC)N(C)C=2SC(=C(N2)C2=CC=C(C=C2)F)C#N.[I].[Li] Lithium iodine N-(azetidin-3-yl)-1-(5-(3-((5-cyano-4-(4-fluorophenyl)thiazol-2-yl)(methyl)amino)-2-ethylimidazo[1,2-a]pyridin-6-yl)pyrimidin-2-yl)piperidine-4-carboxamide hydrochloride